CC1(OCC2=C(O1)C=CC=C2C(CN2C=NC=C2)=O)C (2,2-dimethylbenzo[d][1,3]dioxin-5-yl)-2-(1H-imidazol-1-yl)ethan-1-one